5-acetyl-thiophene-2-carbonitrile C(C)(=O)C1=CC=C(S1)C#N